C(#N)C1=CC=C(CN2C=CC3=CC(=CC=C23)C(=O)O)C=C1 1-(4-cyanobenzyl)-1H-indole-5-carboxylic acid